O[C@@H](C(=O)O)CCC(=O)O D-alpha-Hydroxyglutaric acid